trans-benzyl-3-((tert-butoxycarbonyl)(methyl)amino)-4-fluoropyrrolidine-1-carboxylate C(C1=CC=CC=C1)OC(=O)N1C[C@H]([C@@H](C1)F)N(C)C(=O)OC(C)(C)C